toluenediol C(C1=CC=CC=C1)(O)O